ClC=1C(=CC=C2N=CC(=NC12)C=1C=NN(C1)CC(C(F)(F)F)(O)C)OC=1C=CC2=C(NC(=N2)C)C1F (4-{8-chloro-7-[(7-fluoro-2-methyl-1H-1,3-benzodiazol-6-yl)oxy]quinoxalin-2-yl}-1H-pyrazol-1-yl)-1,1,1-trifluoro-2-methylpropan-2-ol